methallyloxybenzenesulfonic acid C(C(C)=C)OC1=C(C=CC=C1)S(=O)(=O)O